CP(CC1=C(C=C(C=C1)C)C)=O methyl-2,4-dimethylbenzylphosphine oxide